CC1=C(C(=O)NC2=CC(=CC(=C2)C(F)(F)F)CN2CCN(CC2)C)C=CC=C1C#CC1=CN=C2N1N=C(C=C2)N2CCOCC2 2-methyl-N-(3-((4-methylpiperazin-1-yl)methyl)-5-(trifluoromethyl)phenyl)-3-((6-morpholinoimidazo[1,2-b]pyridazin-3-yl)ethynyl)benzamide